C(C)C1=C(COC1=O)C=O 4-ethyl-5-oxo-2,5-dihydrofuran-3-formaldehyde